7-(dimethylamino)-4-((E)-3-((E)-7-(dimethylamino)-2-phenyl-4H-chromen-4-ylidene)prop-1-en-1-yl)-2-phenylchromenylium perchlorate Cl(=O)(=O)(=O)[O-].CN(C1=CC=C2C(=CC(=[O+]C2=C1)C1=CC=CC=C1)\C=C\C=C\1/C=C(OC2=CC(=CC=C12)N(C)C)C1=CC=CC=C1)C